1-methyl-5-(4,4,5,5-tetramethyl-[1,3,2]dioxaborolan-2-yl)-1H-pyridin-2-one CN1C(C=CC(=C1)B1OC(C(O1)(C)C)(C)C)=O